N-(4-bromo-2-methylphenyl)-2-phenylacetamide BrC1=CC(=C(C=C1)NC(CC1=CC=CC=C1)=O)C